N-(3-carbamoyloxetan-3-yl)-2-(difluoromethyl)-5-((4-methylthiazol-5-yl)methoxy)benzofuran-3-carboxamide C(N)(=O)C1(COC1)NC(=O)C1=C(OC2=C1C=C(C=C2)OCC2=C(N=CS2)C)C(F)F